CP(=O)(C)C1=CC=C(C=N1)C1=C(N(C=2C=C3C=NN(C3=CC21)C(C(C)(C)C)=O)C2=CC=C(C=C2)F)C2CCOCC2 1-[7-(6-dimethylphosphoryl-3-pyridyl)-5-(4-fluorophenyl)-6-tetrahydropyran-4-yl-pyrrolo[2,3-f]indazol-1-yl]-2,2-dimethyl-propan-1-one